4-methyl-3-(trifluoromethyl)phenol CC1=C(C=C(C=C1)O)C(F)(F)F